Diethyl (tert-butoxycarbonyl)-D-valyl-L-glutamate C(C)(C)(C)OC(=O)N[C@H](C(C)C)C(=O)N[C@@H](CCC(=O)OCC)C(=O)OCC